tert-butyl (3R,4S)-3-(5-(4-amino-5-(trifluoromethyl)pyrrolo[2,1-f][1,2,4]triazin-7-yl)-2-(methoxy-d3)-6-methylnicotinamido)-4-fluoropyrrolidine-1-carboxylate NC1=NC=NN2C1=C(C=C2C=2C(=NC(=C(C(=O)N[C@@H]1CN(C[C@@H]1F)C(=O)OC(C)(C)C)C2)OC([2H])([2H])[2H])C)C(F)(F)F